N1C(C(CCC1=O)NC(=O)C1CC1)=O N-(2,6-piperidinedione-3-yl)cyclopropane-1-carboxamide